3-(3-(2-hydroxypropan-2-yl)benzyl)-5-methyl-7-(methylsulfonyl)-3,5,6,7,8,9-hexahydro-4H-pyrido[4',3':4,5]pyrrolo[2,3-d]pyridazin-4-one OC(C)(C)C=1C=C(CN2N=CC3=C(C2=O)N(C2=C3CCN(C2)S(=O)(=O)C)C)C=CC1